2,8-diiododibenzo[b,d]thiophene IC1=CC2=C(SC3=C2C=C(C=C3)I)C=C1